4-(4-(azepan-1-yl)-8-fluoro-2-(((2R,7aS)-2-fluorotetrahydro-1H-pyrrolizin-7a(5H)-yl)methoxy)-6-(trifluoromethyl)quinazolin-7-yl)-7-fluorobenzo[d]thiazol-2-amine N1(CCCCCC1)C1=NC(=NC2=C(C(=C(C=C12)C(F)(F)F)C1=CC=C(C2=C1N=C(S2)N)F)F)OC[C@]21CCCN1C[C@@H](C2)F